N-(3-(4-amino-[1,4'-bipiperidin]-1'-yl)phenyl)-4-fluoro-7-methyl-1H-indole NC1CCN(CC1)C1CCN(CC1)C=1C=C(C=CC1)N1C=CC2=C(C=CC(=C12)C)F